5-(3,4,5-trimethoxyphenyl)-1,3-Cyclohexanedione COC=1C=C(C=C(C1OC)OC)C1CC(CC(C1)=O)=O